Nα-benzyloxycarbonylleucine C(C1=CC=CC=C1)OC(=O)N[C@@H](CC(C)C)C(=O)O